(2R,3S)-N-(2-amino-4-((4-hydroxybenzyl)amino)phenyl)-2,3-difluorooctanamide NC1=C(C=CC(=C1)NCC1=CC=C(C=C1)O)NC([C@H]([C@H](CCCCC)F)F)=O